ClC1=CC(=C(C=C1)C=CC(=O)NC(C(=O)O)CC1CC1)F 2-(3-(4-chloro-2-fluorophenyl)acrylamido)-3-cyclopropylpropionic acid